C(C(O)CC(=O)OC)(=O)OC dimethyl 1-malate